C(C1CO1)OCCC[Si](OC)(OC)C γ-glycidoxypropyl-methyl-dimethoxysilane